(S)-2-((4-((2-hydroxy-1-phenylethyl)amino)-5-(5-(2-hydroxypropan-2-yl)-1,3,4-oxadiazol-2-yl)pyrimidin-2-yl)amino)-7,7-dimethyl-6,7-dihydro-5H-pyrrolo[3,4-b]pyridin-5-one OC[C@H](C1=CC=CC=C1)NC1=NC(=NC=C1C=1OC(=NN1)C(C)(C)O)NC1=CC=C2C(=N1)C(NC2=O)(C)C